1-(4-(4-amino-2-((ethylamino)methyl)-1H-imidazo[4,5-c]quinolin-1-yl)butyl)-1-(1,1-dioxothietin-3-yl)urea NC1=NC=2C=CC=CC2C2=C1N=C(N2CCCCN(C(=O)N)C2=CS(C2)(=O)=O)CNCC